4-((2,3-dihydro-1H-pyrido[3,4-b][1,4]oxazin-8-yl)amino)-2-methoxy-N-(4-(4-methylpiperazin-1-yl)phenyl)nicotinamide N1C2=C(OCC1)C=NC=C2NC2=CC=NC(=C2C(=O)NC2=CC=C(C=C2)N2CCN(CC2)C)OC